N,N-dibutyldecylamine C(CCC)N(CCCC)CCCCCCCCCC